BrC=1C=CC(=C2CN(C(C12)=O)C1C(NC(CC1)=O)=O)OC 3-(7-bromo-4-methoxy-1-oxoisoindolin-2-yl)piperidine-2,6-dione